C1OCC12CN(C2)C2CCC(CC2)NC=2C=1C=C(N(C1C=CC2)CC(F)(F)F)C#CCNC2=C(C=C(C=C2)S(=O)(=O)C)OC(F)(F)F N-((1S,4S)-4-(2-oxa-6-azaspiro[3.3]heptan-6-yl)cyclohexyl)-2-(3-((4-(methylsulfonyl)-2-(trifluoromethoxy)phenyl)amino)prop-1-yn-1-yl)-1-(2,2,2-trifluoro-ethyl)-1H-indol-4-amine